NC1=NC=NN2C1=NC=C2C=2C(=NNC2)C 4-(4-aminoimidazo[2,1-f][1,2,4]triazin-7-yl)-3-methyl-1H-pyrazole